N(=[N+]=[N-])C1(C(N(C2=CC=CC=C12)C=1C=C(CC2=NNC(C3=CC(=CC=C23)F)=O)C=CC1F)=O)C 4-(3-(3-azido-3-methyl-2-oxoindolin-1-yl)-4-fluorobenzyl)-7-fluorophthalazin-1(2H)-one